C(CCCCCCCCCCCCCCCCCCCCC)N N-behenylamine